CP(O)(O)=O.C(C)C(CN(O)O)CC diethyl-N,N-dihydroxyethyl-amine methylphosphonate